C(C)OC(=C)C1=C(C(=O)OCC)C=C(C=N1)C ethyl 2-(1-ethoxyvinyl)-5-methylnicotinate